C(C)(C)(C)OC(=O)N1C(CCCC1)CN1CCC12CN(C2)C2=NC=C(C=N2)I ((6-(5-iodopyrimidin-2-yl)-1,6-diazaspiro(3.3)hept-1-yl)methyl)piperidine-1-carboxylic acid tert-butyl ester